C(C)(C)(C)NC(=O)C1=C(C(=CC=2N1N=CC2)C)NC(=O)C2=CC(=NN2C2=NC=CC=C2Cl)OCC(F)(F)F N-(tert-butyl)-6-(1-(3-chloropyridin-2-yl)-3-(2,2,2-trifluoroethoxy)-1H-pyrazole-5-carboxamido)-5-methylpyrazolo[1,5-a]pyridine-7-carboxamide